2-chloro-cyclopentanone ClC1C(CCC1)=O